C(C)(C)(C)C1=NC2=CC=C(N=C2CC1)C1(CCC1)C(NC1=NC=C(C=C1N)C(F)(F)F)=O tert-butyl-6-(1-((3-amino-5-(trifluoromethyl)pyridin-2-yl)carbamoyl)cyclobutyl)-3,4-dihydro-1,5-naphthyridine